COC12C(N(N=CC2(O1)C=1C(=NC(=CC1)C(F)(F)F)COCCOC)C)=O 1-methoxy-6-(2-((2-methoxyethoxy)methyl)-6-(trifluoromethyl)pyridin-3-yl)-3-methyl-7-oxa-3,4-diazabicyclo[4.1.0]hept-4-en-2-one